2-(1-chloroallyl)-2-propyl-malonic acid dimethyl ester COC(C(C(=O)OC)(CCC)C(C=C)Cl)=O